[O-]S(=O)(=O)C(F)(F)F.C[N+]=1NC=CC1 2-methyl-1H-pyrazol-2-ium triflate